2-[(4-chloro-2-fluoro-phenyl)methylamino]-5-propyl-4H-[1,2,4]triazolo[1,5-a]pyrimidin-7-one ClC1=CC(=C(C=C1)CNC1=NN2C(NC(=CC2=O)CCC)=N1)F